sodium methyl-5-(1-tritylaziridine-2-carboxamido)-1H-imidazole-2-carboxylate COC(=O)C=1NC(=CN1)NC(=O)C1N(C1)C(C1=CC=CC=C1)(C1=CC=CC=C1)C1=CC=CC=C1.[Na]